1-isocyanato-6-isothiocyanatohexane N(=C=O)CCCCCCN=C=S